1-(4-fluorophenyl)cyclopentanecarboxylic acid FC1=CC=C(C=C1)C1(CCCC1)C(=O)O